C(C)(C)(C)OC(=O)N1CCN(CC1)C1=C(C=C(C=C1)Br)C=O 4-(4-bromo-2-formylphenyl)piperazine-1-carboxylic acid tert-butyl ester